N-methyl-6-[4-[1-(oxan-2-yl)pyrazol-4-yl]-1,3-benzothiazol-7-yl]-N-(2,2,6,6-tetramethylpiperidin-4-yl)pyridazin-3-amine CN(C=1N=NC(=CC1)C1=CC=C(C=2N=CSC21)C=2C=NN(C2)C2OCCCC2)C2CC(NC(C2)(C)C)(C)C